FC(OC=1C=NC(=NC1)N[C@@H]1C[C@H](CC1)NC1=CC=C(C=N1)C1=CN(C2=CC=CC=C2C1=O)C(=O)OCC)F ethyl 3-(6-(((1S,3S)-3-((5-(difluoromethoxy) pyrimidin-2-yl) amino) cyclopentyl) amino) pyridin-3-yl)-4-oxo-4H-quinoline-1-carboxylate